C(CCCCCCCCCCC)C1=C(C=CC=C1)S(=O)(=O)ON1C(CCCC1)CCC propylpiperidyl dodecylbenzenesulfonate